ClC1=C(C=C(C(=C1)F)[N+](=O)[O-])C1=NOC(C1)(C)CO [3-(2-chloro-4-fluoro-5-nitro-phenyl)-5-methyl-4H-isoxazol-5-yl]methanol